dimethyl (2S,4S)-2-[tert-butoxycarbonyl(methyl)amino]-4-(4-fluoro-2-nitro-phenoxy)pentanedioate C(C)(C)(C)OC(=O)N([C@H](C(=O)OC)C[C@@H](C(=O)OC)OC1=C(C=C(C=C1)F)[N+](=O)[O-])C